C(=O)(OC(C)(C)C)C(CNC1=CC=C(C=2C(C3=CC=CC=C3C(C12)=O)=O)O)N 1-[(Boc-aminoethyl)amino]-4-hydroxyanthracene-9,10-dione